7-((1-oxo-1,3-dihydroisobenzofuran-5-yl)oxy)-5-azaspiro[2.5]Octane-5-carboxylic acid tert-butyl ester C(C)(C)(C)OC(=O)N1CC2(CC2)CC(C1)OC=1C=C2COC(C2=CC1)=O